C12C(C=CC(C1)C2)=O Bicyclo[3.1.1]hept-3-en-2-one